(7-azabicyclo[2.2.1]hept-7-yl)-N-(8-methoxy-4-methyl-2-oxo-1H-quinolin-6-yl)-5,7-dihydrofuro[3,4-b]pyridine-3-carboxamide C12CCC(CC1)N2C2=C(C=C1C(=N2)COC1)C(=O)NC=1C=C2C(=CC(NC2=C(C1)OC)=O)C